[Ca].[Si].[Al].[Mg] magnesium-aluminum silicon-calcium